tert-butyl (4-(4-((2-chloroacetamido)methyl)piperidine-1-carbonyl)-4-phenoxycyclohexyl)carbamate ClCC(=O)NCC1CCN(CC1)C(=O)C1(CCC(CC1)NC(OC(C)(C)C)=O)OC1=CC=CC=C1